(1R,2R)-2-(((tert-Butyldiphenylsilyl)oxy)methyl)cyclopropane-1-carbaldehyde [Si](C1=CC=CC=C1)(C1=CC=CC=C1)(C(C)(C)C)OC[C@H]1[C@@H](C1)C=O